ClC1=CC=C(C=C1)S(=O)(=O)NC1=CC=C(C=C1)C(\C=C\C1=CC=C(C=C1)O)=O 4-Chloro-N-[4-[(E)-3-(4-hydroxyphenyl)prop-2-enoyl]phenyl]benzenesulfonamide